BrC=1C(=CC(=NC1)NCCC(F)(F)F)C(F)(F)F 5-bromo-4-(trifluoromethyl)-N-(3,3,3-trifluoropropyl)pyridin-2-amine